O=S1CCCCC1 1-oxidotetrahydrothiopyran